C(N)(=O)C=1C(=NC(=NC1)N1C[C@@H](CC1)N(C(OC(C)(C)C)=O)C)OCC tert-butyl N-[(3R)-1-(5-carbamoyl-4-ethoxypyrimidin-2-yl) pyrrolidin-3-yl]-N-methylcarbamate